FC=1C(=NC=C(C1)OCC(F)F)N 3-fluoro-5-(2,2-difluoroethoxy)pyridin-2-amine